FCCN(S(=O)(=O)C=1C=NN(C1)C)[C@H]1CCC=2[C@](CC=3C=NN(C3C2)C2=CC=C(C=C2)F)(C1)C(C1=NC=CC(=C1)F)=O N-(2-Fluoroethyl)-N-((4aS,6S)-1-(4-fluorophenyl)-4a-(4-fluoropicolinoyl)-4,4a,5,6,7,8-hexahydro-1H-benzo[f]indazol-6-yl)-1-methyl-1H-pyrazole-4-sulfonamide